ClCC(C)=O chloroacetone